N=1C=CN2C1C=C(C=C2)C2=NN1C(NC=3C=CC=CC3C1=N2)=O 2-(Imidazo[1,2-a]pyridin-7-yl)[1,2,4]triazolo[1,5-c]quinazolin-5(6H)-one